5-fluoro-1-phenyl-4-(3-trifluoromethylphenyl)-3-trifluoromethyl-1H-pyrazole FC1=C(C(=NN1C1=CC=CC=C1)C(F)(F)F)C1=CC(=CC=C1)C(F)(F)F